C1=CC(=C(C=C1/C=C/C(=O)N[C@@H](CCC(=O)O)C(=O)O)O)O (-)-N-[3',4'-Dihydroxy-(E)-cinnamoyl]-L-glutamic acid